N1,N1-dimethyl-N3-(pyrazino[1',2':1,5]pyrazolo[4,3-c][2,6]naphthyridin-5-yl)benzene-1,3-diamine CN(C1=CC(=CC=C1)NC1=NC=2C(C3=CN=CC=C13)=NN1C2C=NC=C1)C